N-(6-(4-cyanophenyl)thiazolo[4,5-b]pyrazin-2-yl)-5'-methoxy-2',6-dimethyl-[4,4'-bipyridyl]-3-carboxamide C(#N)C1=CC=C(C=C1)C=1N=C2C(=NC1)N=C(S2)NC(=O)C=2C=NC(=CC2C2=CC(=NC=C2OC)C)C